6-methyl-pyridine-3-carbonitrile CC1=CC=C(C=N1)C#N